(2R,3S-5R)-2-(2,5-difluorophenyl)-5-(6-methoxy-1,3,4,9-tetrahydropyrido[3,4-b]indol-2-yl)tetrahydropyran-3-amine FC1=C(C=C(C=C1)F)[C@H]1OC[C@@H](C[C@@H]1N)N1CC=2NC3=CC=C(C=C3C2CC1)OC